Dioxine O1C=COC=C1